((5,5-dimethyl-4,5-dihydroisoxazol-3-yl)thio)-1,3-dimethyl-4,5-dihydro-1H-imidazol-3-ium CC1(CC(=NO1)SC=1N(CC[N+]1C)C)C